C(#N)C=1C=C(C(=O)N=C2NCCN2)C=C(C1NC1=CC(=CC=C1)C(NC1(CC1)C)=O)C1CC1 3-cyano-5-cyclopropyl-N-[imidazolidin-2-ylidene]-4-({3-[(1-methylcyclopropyl)carbamoyl]phenyl}amino)benzamide